(Z)-1-(4-amino-2-fluoro-but-2-en-1-yl)-N,N,2-trimethyl-4-(3-(N-methylsulfamoyl)phenyl)-1H-benzo[d]imidazole-6-carboxamide hydrochloride Cl.NC\C=C(\CN1C(=NC2=C1C=C(C=C2C2=CC(=CC=C2)S(NC)(=O)=O)C(=O)N(C)C)C)/F